4-chloro-4'-methyl-1,1'-biphenyl ClC1=CC=C(C=C1)C1=CC=C(C=C1)C